ClC1=C(C=CC=C1Cl)COC=1C=C(C=C(C1)S(=O)(=O)C)C=1C=C(C(N(C1)C)=O)C 5-[3-[(2,3-dichlorophenyl)methoxy]-5-methylsulfonylphenyl]-1,3-dimethylpyridin-2-one